tert-Butyl ((2-chloropyridin-4-yl)methyl)(methyl)carbamate ClC1=NC=CC(=C1)CN(C(OC(C)(C)C)=O)C